(5-cyano-6-methoxy-4-methyl-2-oxo-1H-quinolin-3-yl)acetic acid C(#N)C1=C2C(=C(C(NC2=CC=C1OC)=O)CC(=O)O)C